2-methyl-N-(6,6,8-trimethyl-1,4-dioxaspiro[4.5]decan-8-yl)propane-2-sulfinamide CC(C)(C)S(=O)NC1(CC(C2(OCCO2)CC1)(C)C)C